FC1=CC=C(C=C1)C=1C=C2C(=NC=NC2=C(C1)OCC(=O)O)NC(C)C=1C=NC(=NC1)C(F)(F)F 2-((6-(4-fluorophenyl)-4-((1-(2-(trifluoromethyl)pyrimidin-5-yl)ethyl)amino)quinazolin-8-yl)oxy)acetic acid